(2S)-N-((S)-1-((S)-4-methyl-1-((R)-2-methyl-oxiran-2-yl)-1-oxopentan-2-ylcarbamoyl)-2-phenylethyl)-2-((S)-2-(2-morpholinoacetamido)-4-phenylbutyrylamino)-4-methylpentanamide CC(C[C@@H](C(=O)[C@@]1(OC1)C)NC(=O)[C@H](CC1=CC=CC=C1)NC([C@H](CC(C)C)NC([C@H](CCC1=CC=CC=C1)NC(CN1CCOCC1)=O)=O)=O)C